tert-butyl 5-[2-(2-amino-3-bromo-6-fluoro-5-methoxycarbonyl-phenyl)ethynyl]-3,6-dihydro-2H-pyridine-1-carboxylate NC1=C(C(=C(C=C1Br)C(=O)OC)F)C#CC1=CCCN(C1)C(=O)OC(C)(C)C